(2R)-2-hydroxy-3-[4-(trifluoromethyl)phenyl]Propionic acid O[C@@H](C(=O)O)CC1=CC=C(C=C1)C(F)(F)F